bis[4-methyl-phenylthio]benzene ethyl-lactate (ethyl-lactate) C(C)C(C(=O)O)(O)C.C(C)OC(C(O)C)=O.CC1=CC=C(C=C1)SC1=C(C=CC=C1)SC1=CC=C(C=C1)C